7,10-dibromo-2-[2-(3-chloro-2-pyridinyl)-5-(trifluoromethyl)pyrazol-3-yl]benzo[g][3,1]benzoxazin-4-one BrC=1C=CC2=C(C3=C(C(OC(=N3)C=3N(N=C(C3)C(F)(F)F)C3=NC=CC=C3Cl)=O)C=C2C1)Br